(S)-N-(chroman-4-yl)-2-(4-(2-hydroxyethyl)piperazin-1-yl)benzo[d]thiazole-6-carboxamide O1CC[C@@H](C2=CC=CC=C12)NC(=O)C1=CC2=C(N=C(S2)N2CCN(CC2)CCO)C=C1